C(#N)C1=C(C=CC=C1)C=1C=CC(=NC1)/C=C/[C@H]1[C@@H](C(C[C@]2(C(O[C@@H]([C@@H]12)C)=O)[C@@H](C(=O)N)C)(F)F)C |o1:27| (S or R)-2-((1R,3aR,6S,7R,7aS)-7-((E)-2-(5-(2-cyanophenyl)pyridin-2-yl)vinyl)-5,5-difluoro-1,6-dimethyl-3-oxooctahydroisobenzofuran-3a-yl)propanamide